C(C)(C)N1N=C(N=C1C(F)(F)F)C1=CC=C(C#N)C=C1 4-(1-isopropyl-5-(trifluoromethyl)-1H-1,2,4-triazol-3-yl)benzonitrile